methyl 1-(tetrahydro-2H-pyran-2-yl)-5-(4,4,5,5-tetramethyl-1,3,2-dioxaborolan-2-yl)-1H-pyrazole-3-carboxylate O1C(CCCC1)N1N=C(C=C1B1OC(C(O1)(C)C)(C)C)C(=O)OC